1,2-Dichloropropan ClCC(C)Cl